C(=C)[Si](OC)(OC)OC Vinyltri-methoxysilan